4'-(methylamino)-6',7'-dihydrospiro[cyclopentane-1,5'-pyrrolo[2,3-d]pyrimidin]-6'-one CNC=1C2=C(N=CN1)NC(C21CCCC1)=O